C[Si](O[Si](O[Si](C)(C)C)(O[Si](C)(C)C)CCCNC(C=C)=O)(C)C N-[tris(trimethylsiloxy)silylpropyl]acrylamide